ClC1=CC=C(C=C1)C1=C(CCC(C1)(C)C)CN1CCN(CC1)C1=CC(=C(C(=O)O)C=C1)OC1=CC=C(C=C1)OC 4-(4-((4'-chloro-5,5-dimethyl-3,4,5,6-tetrahydro-[1,1'-biphenyl]-2-yl)methyl)piperazin-1-yl)-2-(4-methoxyphenoxy)benzoic acid